NC1=C2C(=NC=N1)N(N=C2C=2C(=NOC2C)C)C(C)C=2OC1=CC=CC=C1C(C2C2=CC(=CC=C2)F)=O 2-(1-(4-Amino-3-(3,5-dimethylisoxazol-4-yl)-1H-pyrazolo[3,4-d]pyrimidin-1-yl)ethyl)-3-(3-Fluorophenyl)-4H-chromen-4-one